C1=CC=CC=2C3=CC=CC=C3C12.[Na].[Na] disodium biphenylene